COC1=C(C2=CC=CC=C2C=C1)O 2-methoxynaphthalen-1-ol